8-ketotricyclo[5.2.1.02,6]dec-4-ene O=C1C2C3C=CCC3C(C1)C2